(2R)-4-cyclopropyl-2-isopropyl-piperazine-1-carboxylic acid tert-butyl ester C(C)(C)(C)OC(=O)N1[C@@H](CN(CC1)C1CC1)C(C)C